ethyl 5-chloro-7-cyclopropylpyrazolo[1,5-a]pyrimidine-2-carboxylate ClC1=NC=2N(C(=C1)C1CC1)N=C(C2)C(=O)OCC